FC1=CC=C(C=C1)C1CCC(CC1)C(=O)O 4-(4-fluorophenyl)cyclohexanecarboxylic acid